ClC(C(=O)C=1CCOC1)(Cl)Cl 2,3-dihydro-4-trichloroacetylfuran